Cl.N1(CCC[C@H]2CCCC[C@H]12)C([C@@H](CCCCN1C(C2=CC=CC=C2C1=O)=O)N)=O 2-[(5R)-6-[(4aR,8aS)-3,4,4a,5,6,7,8,8a-Octahydro-2H-quinolin-1-yl]-5-amino-6-oxo-hexyl]isoindoline-1,3-dione hydrochloride